ClC=1C=C(C=NC1N1N=CC=N1)NC(=O)C=1C=NN(C1C(F)(F)F)C1=C(C=C2C=CC=NC2=C1)F N-(5-Chloro-6-(2H-1,2,3-triazol-2-yl)pyridin-3-yl)-1-(6-fluorochinolin-7-yl)-5-(trifluoromethyl)-1H-pyrazol-4-carboxamid